1,1,2,3-tetramethylbenzene CC1(C(C(=CC=C1)C)C)C